FC=1C=C2C(=C(NC2=C(C1)F)C1=CC=C(C=C1)F)CCNC([C@H](C)NC(OC(C)(C)C)=O)=O tert-butyl N-[(1S)-2-[2-[5,7-difluoro-2-(4-fluorophenyl)-1H-indol-3-yl]ethylamino]-1-methyl-2-oxo-ethyl]carbamate